1-(4-trimethylsilylphenyl)butan-2-one C[Si](C1=CC=C(C=C1)CC(CC)=O)(C)C